methyl 6-chloro-3-fluoro-2-pyridinecarboxylate ClC1=CC=C(C(=N1)C(=O)OC)F